(S)-2-((4-(6-((3-(difluoromethyl)-1-methyl-1H-indazol-6-yl)methoxy)pyridine-2-yl)piperidin-1-yl)methyl)-1-(oxetan-2-ylmethyl)-1H-benzo[d]imidazole-6-carboxylic acid FC(C1=NN(C2=CC(=CC=C12)COC1=CC=CC(=N1)C1CCN(CC1)CC1=NC2=C(N1C[C@H]1OCC1)C=C(C=C2)C(=O)O)C)F